CSC=1N=C(C2=C(N1)C1(N(CC2)C(=O)OC(C)(C)C)CCC1)OS(=O)(=O)C(F)(F)F tert-butyl 2'-(methylthio)-4'-(((trifluoromethyl) sulfonyl) oxy)-5',6'-dihydro-7'H-spiro[cyclobutane-1,8'-pyrido[3,4-d]pyrimidine]-7'-carboxylate